diethylhydroxybenzoyl-phenyl-triazine C(C)C=1C(=C(C=CC1)C1=NN=NC(=C1C(C1=CC=CC=C1)=O)O)CC